methyl 2-[[6-chloro-3-(3,6-dihydro-2H-thiopyran-4-yl)-4-quinolyl]amino]benzoate ClC=1C=C2C(=C(C=NC2=CC1)C=1CCSCC1)NC1=C(C(=O)OC)C=CC=C1